benzyl (1S,4S,5R)-5-[[5-cyclopropyl-3-(2,6-dimethylphenyl)-1,2-oxazol-4-yl]methoxy]-2-azabicyclo[2.2.1]heptane-2-carboxylate C1(CC1)C1=C(C(=NO1)C1=C(C=CC=C1C)C)CO[C@H]1[C@@H]2CN([C@H](C1)C2)C(=O)OCC2=CC=CC=C2